di-t-butoxy(isopropylamino)silane C(C)(C)(C)O[SiH](NC(C)C)OC(C)(C)C